C1=NC=CN2C=C3N=C4C=CC=C(C4=C3C=C21)CC(=O)O Pyrazino[1',2':1,6]Pyrido[3,4-b]Indol-11-yl-acetic acid